methoxycarbonylamino-benzimidazol COC(=O)NC=1NC2=C(N1)C=CC=C2